2-naphthyl phosphate monosodium salt [Na+].P(=O)(OC1=CC2=CC=CC=C2C=C1)([O-])O